(4-Aminohexahydrocyclopenta[c]pyrrol-2(1H)-yl)(4-(thieno[2,3-b]pyridin-4-ylmethoxy)phenyl)methanone NC1CCC2CN(CC21)C(=O)C2=CC=C(C=C2)OCC2=C1C(=NC=C2)SC=C1